FC1=C(C=CC=C1)[Mg]Br (2-fluorophenyl)magnesium bromide